CN([C@@H](CO)CN1N=CC(=C1)C=1N=C(C=2N(C1)N=CC2)C=2C=NN(C2)C(CC)CC)C (R)-2-(dimethylamino)-3-(4-(4-(1-(pentan-3-yl)-1H-pyrazol-4-yl)pyrazolo[1,5-a]pyrazin-6-yl)-1H-pyrazol-1-yl)propan-1-ol